4-(methylthio)toluene 1,2-Dipalmitoyl-sn-glycero-3-phosphate C(CCCCCCCCCCCCCCC)(=O)OC[C@@H](OC(CCCCCCCCCCCCCCC)=O)COP(=O)(O)O.CSC1=CC=C(C)C=C1